FC1=CC=C2C(=C(C(N(C2=C1)C)=O)C#N)N1CCC(CC1)C=1OC2=C(N1)C=C(C=C2)C 7-Fluoro-1-methyl-4-[4-(5-methyl-1,3-benzoxazol-2-yl)piperidin-1-yl]-2-oxo-1,2-dihydro-quinoline-3-carbonitrile